N-(3,4-Dimethoxyphenyl)-[2,4'-bithiazole]-2'-amine COC=1C=C(C=CC1OC)NC=1SC=C(N1)C=1SC=CN1